FC1(CC12CC(C2)CN)F (1,1-difluorospiro[2.3]hex-5-yl)methylamine